C(C1=CC=CC=C1)OC[C@@H]1[C@H](C[C@@H](C1)OC1=NC=NC=C1)OP(O)=O [(1S,2R,4R)-2-(benzyloxymethyl)-4-pyrimidin-4-yloxy-cyclopentoxy]phosphinic acid